N-(1-(6,7-dimethoxyquinazolin-4-yl)piperidin-4-yl)sulfamide COC=1C=C2C(=NC=NC2=CC1OC)N1CCC(CC1)NS(=O)(=O)N